N1CCC(CC1)C=1SC2=C(N1)C=CC(=C2)C(=O)NCC2=CC=NC=C2 2-(piperidin-4-yl)-N-(pyridin-4-ylmethyl)benzo[d]Thiazole-6-carboxamide